(3R)-3-({2-[4-(trifluoromethyl)phenyl][1,2,4]triazolo[1,5-c]quinazolin-5-yl}amino)azepan-2-one FC(C1=CC=C(C=C1)C1=NN2C(=NC=3C=CC=CC3C2=N1)N[C@H]1C(NCCCC1)=O)(F)F